ClC=1C=CC(=C(C1)CO)C1=CN=CS1 (5-chloro-2-(thiazol-5-yl)phenyl)methanol